Cl.C(C)OC(=O)[C@H]1N(CCCC1)NOCC1=CC=CC=C1 (2S,5R)-((benzyloxy)amino)piperidine-2-carboxylic acid ethyl ester hydrochloride